C(C=C)OC(=O)N1C[C@H]2N(C(C3=C1C=C(C(=C3)OC)OCCCCCBr)=O)C=C(C2)C2=CC=C(C=C2)N2N=CC=C2 (S)-2-(4-(1H-pyrazol-1-yl)phenyl)-8-((5-bromopentyl)oxy)-7-methoxy-5-oxo-11,11a-dihydro-1H-benzo[e]pyrrolo[1,2-a][1,4]diazepine-10(5H)-carboxylic acid allyl ester